C1(CC1)N1N=CN=C1C(=O)OC methyl 1-cyclopropyl-1H-1,2,4-triazole-5-carboxylate